monomethyl-1,4-dihydro-2,6-dimethyl-4-(3-nitrophenyl)pyridine-3,5-dicarboxylic acid CN1C(=C(C(C(=C1C)C(=O)O)C1=CC(=CC=C1)[N+](=O)[O-])C(=O)O)C